N=1N=C(NC1)C[C@@H](C)C=1C=C(C=CC1)NC(C1=NC(=C(C=C1)C)C1CC1)=O (R)-N-(3-(1-(4H-1,2,4-triazol-3-yl)propan-2-yl)phenyl)-6-cyclopropyl-5-methylpicolinamide